N-((1r,4r)-4-(3-chloro-4-cyanophenoxy)cyclohexyl)-6-(4-((4-(2-(2,6-dioxopiperidin-3-yl)-4-fluoro-1-oxoisoindolin-5-yl)piperidin-1-yl)methyl)piperidin-1-yl)pyridazine-3-carboxamide ClC=1C=C(OC2CCC(CC2)NC(=O)C=2N=NC(=CC2)N2CCC(CC2)CN2CCC(CC2)C=2C(=C3CN(C(C3=CC2)=O)C2C(NC(CC2)=O)=O)F)C=CC1C#N